4-ethoxy-N-(2-methylimidazo[1,2-a]pyrazin-6-yl)-2-(methylsulfanyl)pyrimidine-5-carboxamide C(C)OC1=NC(=NC=C1C(=O)NC=1N=CC=2N(C1)C=C(N2)C)SC